N1CC(CCC1)OC1=CC=C2C(=N1)N(C(=N2)C)C2=CC=CC=C2 piperidin-3-yloxy(phenyl)-2-methyl-3H-imidazo[4,5-b]pyridine